tri(3,5-di-tert-butyl-4-hydroxyphenyl)phosphite C(C)(C)(C)C=1C=C(C=C(C1O)C(C)(C)C)OP(OC1=CC(=C(C(=C1)C(C)(C)C)O)C(C)(C)C)OC1=CC(=C(C(=C1)C(C)(C)C)O)C(C)(C)C